2-(methylsulphinyl)ethyl-1H-pyrazole CS(=O)CCN1N=CC=C1